ClC1=CC2=C(C=N1)C(OC21COCCC1)O 6-chlorospiro[3H-furo[3,4-c]pyridin-1,3'-tetrahydropyran]-3-ol